NC1=CC=C(C(=C1C(=O)N(C)C)F)C=1C(=C2C(=NC1)NC[C@@]21C[C@@H](CC1)N1N=C(C=C1)C)Cl 6-Amino-3-((1S,3R)-4'-chloro-3-(3-methyl-1H-pyrazol-1-yl)-1',2'-dihydrospiro[cyclopentane-1,3'-pyrrolo[2,3-b]pyridin]-5'-yl)-2-fluoro-N,N-dimethylbenzamide